IC1C(OC2=CC(=CC(=C2C1=O)OC(C)C)OC(C)C)(C1=CC=CC=C1)C1=CC=C(C=C1)OC iodo-5,7-diisopropoxy-2-(4'-methoxyphenyl)-flavone